tert-butyl N-[3-[7-[(3-fluoro-1-methyl-4-piperidyl)amino]-3-(2,2,2-trifluoroethyl) benzothiophen-2-yl]prop-2-ynyl]carbamate FC1CN(CCC1NC1=CC=CC=2C(=C(SC21)C#CCNC(OC(C)(C)C)=O)CC(F)(F)F)C